(2S,6R)-6-(2,4-dioxopyrimidin-1-yl)-4-trityl-morpholine-2-carbaldehyde O=C1N(C=CC(N1)=O)[C@@H]1O[C@@H](CN(C1)C(C1=CC=CC=C1)(C1=CC=CC=C1)C1=CC=CC=C1)C=O